C(C1=CC=CC=C1)OC(=O)N1CCC(CC1)CC(=O)N1CCOC2(C1)CCN(CC2)C(=O)OC(C)(C)C tert-butyl 4-[2-(1-benzyloxycarbonyl-4-piperidyl)acetyl]-1-oxa-4,9-diazaspiro[5.5]undecane-9-carboxylate